Cl.FC1(C(CC1)N)F 2,2-difluorocyclobutan-1-amine hydrochloride